N-(2,2-difluoroethyl)-5-fluoro-2-hydroxy-N-isopropylbenzamide FC(CN(C(C1=C(C=CC(=C1)F)O)=O)C(C)C)F